3-[(3-chloro-2-methoxyphenyl)amino]-2-{2-[(1-methylimidazol-4-yl)amino]pyridin-4-yl}-5H,6H,7H-pyrazolo[1,5-a]pyrazin-4-one ClC=1C(=C(C=CC1)NC=1C(=NN2C1C(NCC2)=O)C2=CC(=NC=C2)NC=2N=CN(C2)C)OC